6-(1-(1-(4-fluorophenyl)-2,2-dimethylpropyl)-1H-pyrazol-4-yl)pyrazin FC1=CC=C(C=C1)C(C(C)(C)C)N1N=CC(=C1)C1=CN=CC=N1